COC=1C=2N(C=C(C1)OC)N=C(C2)C2=CN=C1SC(=NN12)OC (4,6-dimethoxypyrazolo[1,5-a]pyridin-2-yl)-2-methoxyimidazo[2,1-b][1,3,4]thiadiazole